N-([7-{4-(trifluoromethyl)phenoxy}quinolin-5-yl]methyl)acrylamide FC(C1=CC=C(OC2=CC(=C3C=CC=NC3=C2)CNC(C=C)=O)C=C1)(F)F